4-(2-(2,6-dioxopyridin-3-yl)-6-fluoro-1,3-dioxoisoindolin-5-yl)piperazine-1-carboxylic acid tert-butyl ester C(C)(C)(C)OC(=O)N1CCN(CC1)C=1C=C2C(N(C(C2=CC1F)=O)C1C(NC(C=C1)=O)=O)=O